ClC1=C2C(=NC(=C1)N1C(COCC1)C)C(=NS2)C2=CC=NN2C2OCCCC2 4-{7-chloro-3-[1-(oxan-2-yl)-1H-pyrazol-5-yl]-[1,2]thiazolo[4,5-b]pyridin-5-yl}-3-methylmorpholine